CC1(OB(OC1(C)C)C1=CC=2OCC(NC2N=C1)=O)C 7-(4,4,5,5-tetramethyl-1,3,2-dioxaborolan-2-yl)-2H-pyrido[3,2-b][1,4]oxazin-3(4H)-one